5-(3,3-difluorocyclopentyl)-N-[2,5-difluoro-4-(trifluoromethyl)phenyl]-1H-pyrrole-3-sulfonamide FC1(CC(CC1)C1=CC(=CN1)S(=O)(=O)NC1=C(C=C(C(=C1)F)C(F)(F)F)F)F